3-(chloromethyl)methoxybutane ClCCOC(CC)C